3-(4-Hydroxy-3-methoxyphenyl)-1-(4-phenylphenyl)prop-2-en-1-one OC1=C(C=C(C=C1)C=CC(=O)C1=CC=C(C=C1)C1=CC=CC=C1)OC